tert-butyl 8-{3-[(4-{[6-(5-chloro-2-fluorophenyl)-3-[(2-hydroxyethyl)sulfanyl]pyridazin-4-yl]amino}pyridin-2-yl)carbamoyl]cyclobutyl}-5,8-diazaspiro[3.5]nonane-5-carboxylate ClC=1C=CC(=C(C1)C1=CC(=C(N=N1)SCCO)NC1=CC(=NC=C1)NC(=O)C1CC(C1)N1CCN(C2(CCC2)C1)C(=O)OC(C)(C)C)F